2'-((3-((4,4-difluorotetrahydrofuran-3-yl)methoxy)-1H-pyrazol-4-yl)amino)-7'-((1R,3R)-3-hydroxycyclohexyl)spiro[cyclopropane-1,5'-pyrrolo[2,3-d]pyrimidin]-6'(7'H)-one FC1(C(COC1)COC1=NNC=C1NC=1N=CC2=C(N1)N(C(C21CC1)=O)[C@H]1C[C@@H](CCC1)O)F